2-fluoro-3-[(2-n-propoxyethyl)(4-fluorophenylcarbonyl)amino]benzoic acid FC1=C(C(=O)O)C=CC=C1N(C(=O)C1=CC=C(C=C1)F)CCOCCC